CC1(C2=CC=CC=C2OC=2C=CC(=CC12)N)C 9,9-dimethyl-2-amino-9H-xanthene